3-(p-cumenyl)-2-methyl-propionaldehyde C1(=CC=C(C=C1)CC(C=O)C)C(C)C